ClC1=CC=C(C=N1)N[C@@H]1CC=2C(=C(C=3C=C(N=CC3C2)C2CC2)S(=O)(=O)NCC(C)(C)F)C1 (7R)-7-[(6-chloropyridin-3-yl)amino]-3-cyclopropyl-N-(2-fluoro-2-methylpropyl)-7,8-dihydro-6H-cyclopenta[g]isoquinoline-5-sulfonamide